C12CN(CC(CC1)N2)C2=NC1=CC=CC=C1C(=N2)NC2=NNC(=C2)C2CC2 2-(3,8-diazabicyclo[3.2.1]octan-3-yl)-N-(5-cyclopropyl-1H-pyrazol-3-yl)quinazolin-4-amine